FC=1C=C(C=CC1C1=NOC(=N1)C(F)(F)F)N1[C@@H](CCC1=O)C(=O)OCCOCCCl 2-(2-chloroethoxy)ethyl 1-{3-fluoro-4-[5-(trifluoromethyl)-1,2,4-oxadiazol-3-yl]phenyl}-5-oxo-L-prolinate